(R)-N-(2-amino-3-hydroxypropyl)-N-(2-(2,6-diamino-9H-purin-9-yl)acetyl)glycine N[C@H](CN(CC(=O)O)C(CN1C2=NC(=NC(=C2N=C1)N)N)=O)CO